3-(6-(3-Cyclobutylmorpholino)-1-methyl-1H-pyrazolo[4,3-c]pyridin-3-yl)-2,6-difluoro-5-(trifluoromethyl)phenol C1(CCC1)C1COCCN1C1=CC2=C(C=N1)C(=NN2C)C=2C(=C(C(=C(C2)C(F)(F)F)F)O)F